CNC(=O)C1=CC(=CC=2[C@@H](COC21)C2=CC=CC=C2)C(=O)NC=2C=NN(C2)C |o1:9| (S*)-N7-Methyl-N5-(1-methyl-1H-pyrazol-4-yl)-3-phenyl-2,3-dihydrobenzofuran-5,7-dicarboxamid